(5-bromo-2-(tert-butyl)benzofuran-3-yl)methanol BrC=1C=CC2=C(C(=C(O2)C(C)(C)C)CO)C1